(4aR,8aS)-6-[rel-(3S,4S)-3-Methyl-4-[[5-methyl-6-(trifluoromethyl)-3-pyridyl]oxymethyl]piperidine-1-carbonyl]-4,4a,5,7,8,8a-hexahydropyrido[4,3-b][1,4]oxazin-3-one C[C@@H]1CN(CC[C@@H]1COC=1C=NC(=C(C1)C)C(F)(F)F)C(=O)N1C[C@@H]2[C@@H](OCC(N2)=O)CC1 |o1:1,6|